C(CCCCCCC\C=C\CCCCCCCC)(=O)OCCCCC(OC(NCCOCCN(C)C)=O)CCCCOC(CCCCCCC\C=C\CCCCCCCC)=O 11-(4-{[(10E)-1-oxooctadec-9-enyl] oxy} butyl)-2-methyl-9-oxo-2,8-diaza-5,10-dioxapentadecan-15-yl (10E)-octadec-9-enoate